C1C(CCCC1)C(=NO)C=NO 2-cyclohexyl-glyoxime